(7-fluoro-2,3-dihydro-2-methyl-4H-1,4-benzoxazin-4-yl)[3-(1H-1,2,4-triazol-5-yl)phenyl]methanone FC1=CC2=C(N(CC(O2)C)C(=O)C2=CC(=CC=C2)C2=NC=NN2)C=C1